4-p-chlorophenyl-2,6-bis(2-pyrazinyl)pyridine ClC1=CC=C(C=C1)C1=CC(=NC(=C1)C1=NC=CN=C1)C1=NC=CN=C1